NC=1N(C(=CC1)C)C1C(=C(C=CC1(C)OCC1(CC1)CN)O)C 2-Amino-6-((1-(aminomethyl)cyclopropyl)methoxy)-1-(3-hydroxy-2,6-dimethylphenyl)-5-methyl-1H-pyrrole